ClC1=NC=C(C(=O)NOCC)C(=C1)NC1=C(C=CC=C1)N(S(=O)(=O)C)C 6-chloro-N-ethoxy-4-((2-(N-methylmethanesulfonamido)phenyl)amino)nicotinamide